ClC=1C(=NC(=NC1)NC=1C=CC=2N(C1)N=CN2)N2C=C(C1=CC(=CC=C21)NC(C=C)=O)C N-[1-[5-chloro-2-([1,2,4]triazolo[1,5-a]pyridin-6-ylamino)pyrimidin-4-yl]-3-methyl-indol-5-yl]prop-2-enamide